N1C[C@H](CC1)N1CCN(CC1)C(C)=O (S)-1-(4-(Pyrrolidin-3-yl)piperazin-1-yl)ethan-1-one